C(C)(C)(C)OC(=O)N[C@]1(C\C=C/C[C@@H]2N(C1=O)[C@@H](CC2)C(=O)OC)C methyl (3S,6S,10aR,Z)-6-((tert-butoxycarbonyl)amino)-6-methyl-5-oxo-1,2,3,5,6,7,10,10a-octahydropyrrolo[1,2-a]azocine-3-carboxylate